1-(4-methyl-benzyl)pseudouridine CC1=CC=C(CN2C=C([C@H]3[C@H](O)[C@H](O)[C@@H](CO)O3)C(NC2=O)=O)C=C1